N-(4-chloro-1-methyl-3-(trifluoromethyl)-1H-pyrazol-5-yl)-2-(trifluoromethyl)benzamide ClC=1C(=NN(C1NC(C1=C(C=CC=C1)C(F)(F)F)=O)C)C(F)(F)F